(R/S)-2-(2-(4-((2-(difluoromethyl)-2H-tetrazol-5-yl)(phenyl)methyl)piperazine-1-carbonyl)pyridin-4-yl)benzo[d]oxazole-5-carbonitrile FC(N1N=C(N=N1)[C@H](N1CCN(CC1)C(=O)C1=NC=CC(=C1)C=1OC2=C(N1)C=C(C=C2)C#N)C2=CC=CC=C2)F |r|